5-(1H-[1,2,3]triazolo[4,5-d]pyrimidin-5-yl)-2-fluoro-N-(4-((2,2,2-trifluoro-1-phenylethoxy)methyl)-phenyl)benzamide N1N=NC=2N=C(N=CC21)C=2C=CC(=C(C(=O)NC1=CC=C(C=C1)COC(C(F)(F)F)C1=CC=CC=C1)C2)F